ClC(C1=NC(=NO1)C1=CC=C(C=C1)C(CSC1=CC=C(C=C1)F)=O)(F)F 1-(4-(5-(chlorodifluoromethyl)-1,2,4-oxadiazol-3-yl)phenyl)-2-((4-fluorophenyl)thio)ethan-1-one